4-(4-chlorophenyl)piperidine hydrochloride Cl.ClC1=CC=C(C=C1)C1CCNCC1